2-((3-cyano-6-methyl-4-(thiophen-2-yl)pyridin-2-yl)sulfonyl)-N-(4-fluorophenyl)acetamide C(#N)C=1C(=NC(=CC1C=1SC=CC1)C)S(=O)(=O)CC(=O)NC1=CC=C(C=C1)F